N,N,5-trimethyl-6-((1-(S-methylsulfonimidoyl)piperidin-4-yl)methyl)-[1,2,4]triazolo[1,5-a]pyrimidin-7-amine CN(C1=C(C(=NC=2N1N=CN2)C)CC2CCN(CC2)S(=O)(=N)C)C